N-[4-[1-(1,4-dioxaspiro[4.5]dec-8-yl)-4-(8-oxa-3-azabicyclo[3.2.1]oct-3-yl)-1H-pyrazolo[3,4-d]pyrimidin-6-yl]phenyl]-N'-methyl-urea O1CCOC12CCC(CC2)N2N=CC=1C2=NC(=NC1N1CC2CCC(C1)O2)C2=CC=C(C=C2)NC(=O)NC